C(CCCCC)C1=CC=C(C=C1)S(=O)(=O)N1C(C1)C(=O)N 1-(4-Hexylphenyl)sulfonylaziridine-2-carboxamide